C(C)(C)(C)C=1CC(C(=CC1)O)(C)NC1CCCCC1 4-tertiary butyl-2-cyclohexylamino-o-cresol